1-bromomethyloxy-4-bromobutane BrCOCCCCBr